C(C(C)C)C1=CC(=C(S1)S(=O)(=O)N)C1=CC=C(C=C1)CN1C(=NC=C1)C1(COC1)C 5-Isobutyl-3-(4-((2-(3-methyloxetan-3-yl)-1H-imidazol-1-yl)methyl)phenyl)thiophene-2-sulfonamide